C(C)(C)NC(OC1CC(CC1)C=1C=C2C(=NC1)NC=C2Br)=O [3-(3-bromo-1H-pyrrolo[2,3-b]pyridin-5-yl) cyclopentyl] N-isopropylcarbamate